Cl.CN1N=C2C(=CC(=CC2=C1)C1=CC2=C(N=C(S2)C2CCNCC2)C(=C1)OC)C 6-(2,7-dimethyl-2H-indazol-5-yl)-4-methoxy-2-(piperidin-4-yl)benzo[d]thiazole hydrochloride